6-trifluoromethoxybenzo[d]thiazol-2-amine FC(OC1=CC2=C(N=C(S2)N)C=C1)(F)F